NC1CCC(CC1)NC1=NC2=C(C=C(C=C2C=N1)C1=CC(=C(N=N1)NS(=O)(=O)C1=C(C=CC=C1)Cl)CC)CC N-(6-(2-(((1r,4r)-4-aminocyclohexyl)amino)-8-ethylquinazolin-6-yl)-4-ethylpyridazin-3-yl)-2-chlorobenzenesulfonamide